FC(C[C@H](C(=O)NC1=NC=CC(=C1)C1=C(C2=NC=C(C=C2N1)OC)C1=NC=CC=C1)C1=CC=C(C=C1)F)F (2S)-4,4-Difluoro-2-(4-fluorophenyl)-N-{4-[6-methoxy-3-(pyridin-2-yl)-1H-pyrrolo[3,2-b]pyridin-2-yl]pyridin-2-yl}butanamid